(3-(isobutylthio)pyridin-2-yl)methanamine C(C(C)C)SC=1C(=NC=CC1)CN